N-(4-((4-amino-2-(ethoxymethyl)-1-methyl-1H-imidazo[4,5-c]quinolin-9-yl)oxy)butyl)palmitamide NC1=NC=2C=CC=C(C2C2=C1N=C(N2C)COCC)OCCCCNC(CCCCCCCCCCCCCCC)=O